bis(cyclopentadiene) iron [Fe].C1=CC=CC1.C1=CC=CC1